2'-deoxy-2'-fluoroInosine F[C@H]1[C@@H](O[C@@H]([C@H]1O)CO)N1C=NC=2C(O)=NC=NC12